C1(CC1)S(=O)(=O)N1N=CC(=C1)C1=NC=CC(=N1)NC1=NC=C(C(=C1)NN1CCC(CC1)CF)C1=NN(C=C1)C(F)F N2-(2-(1-(Cyclopropylsulfonyl)-1H-pyrazol-4-yl)pyrimidin-4-yl)-5-(1-(difluoromethyl)-1H-pyrazol-3-yl)-N4-(4-(fluoromethyl)piperidin-1-yl)pyridine-2,4-diamine